NCCCC(CO)(C)C 5-amino-2,2-dimethyl-pentane-1-ol